NCC=1C=NC(=NC1)C1=C(C=C(C#N)C=C1)OC1=NC(=NC(=C1)N1C[C@H](O[C@H](C1)C)C)C 4-[5-(aminomethyl)pyrimidin-2-yl]-3-[6-[(2R,6S)-2,6-dimethylmorpholin-4-yl]-2-methylpyrimidin-4-yl]oxybenzonitrile